FC1=CC=2N(C=C1)C(=C(N2)C=2OC1=C(C2)C=C(C=C1)O)NC 2-[7-Fluoro-3-(methylamino)imidazo[1,2-a]pyridin-2-yl]-1-benzofuran-5-ol